C(C)(C)(C)OC(=O)N(C=1N(C(C=2C=C(C=NC2C1C(=O)OCC)N1CCN(CC1)C)=O)C1=C(C(=CC=C1C)OC)C)C(=O)OC(C)(C)C ethyl 7-[bis(tert-butoxycarbonyl)amino]-6-(3-methoxy-2,6-dimethylphenyl)-3-(4-methylpiperazin-1-yl)-5-oxo-1,6-naphthyridine-8-carboxylate